2-(difluoromethoxy)-4-(4-phenyl-1,3-oxazol-2-yl)benzaldehyde FC(OC1=C(C=O)C=CC(=C1)C=1OC=C(N1)C1=CC=CC=C1)F